(R)-3-(4-(4-(1-((R)-sec-butyl)-1H-pyrazol-4-yl)pyrazolo[1,5-a]pyrazin-6-yl)-1H-pyrazol-1-yl)propane-1,2-diol [C@@H](C)(CC)N1N=CC(=C1)C=1C=2N(C=C(N1)C=1C=NN(C1)C[C@H](CO)O)N=CC2